3'-(2-amino-2-carboxyethyl)-3,5-dicarboxy-ethyl-1,1'-biphenyl hydrochloride Cl.NC(CC=1C=C(C=CC1)C1=C(C(=CC(=C1)C(=O)O)C(=O)O)CC)C(=O)O